2-(3-cyano-5-chlorophenyl)-2-methylpropionaldehyde C(#N)C=1C=C(C=C(C1)Cl)C(C=O)(C)C